(3S,8S,10R,13S,14S,17S)-17-(isoquinolin-7-yl)-N,N,10,13-tetramethyl-2,3,4,7,8,9,10,11,12,13,14,15,16,17-tetradecahydro-1H-cyclopenta[a]phenanthren-3-amine C1=NC=CC2=CC=C(C=C12)[C@H]1CC[C@H]2[C@@H]3CC=C4C[C@H](CC[C@@]4(C3CC[C@]12C)C)N(C)C